N1=C(C=NC=C1)N1C2=C(C=3C=CC=CC13)CN(CC2)C(=O)OC(C)(C)C Tert-butyl 5-(pyrazin-2-yl)-1,3,4,5-tetrahydro-2H-pyrido[4,3-b]indole-2-carboxylate